dimethyl-1H-indazole-5-carboxamide CC1=NN(C2=CC=C(C=C12)C(=O)N)C